3-(tert-butyl)-3-hydroxytetrahydro-4H-pyran-4-one C(C)(C)(C)C1(COCCC1=O)O